5-heptadienal C=CC=CC(CC)=O